ClC1=C(C=CC(=C1)CNCCC(=O)NCCCNC1=C2C=NNC2=CC(=C1)C1=CC(=NC=C1)OC)C1=CC=CC=C1 3-(((2-Chloro-[1,1'-biphenyl]-4-yl)methyl)amino)-N-(3-((6-(2-methoxypyridin-4-yl)-1H-indazol-4-yl)amino)propyl)propanamide